ClC1=CC=C(C=C1)[C@@H]1CC[C@H](CC1)C=1C(C2=CC=CC=C2C(C1O)=O)=O 2-[trans-4-(4-chlorophenyl)cyclohexyl]-3-hydroxy-1,4-naphthalenedione